4-(aminomethyl)-6-(1-methyl-5-(6-methylpyridin-3-yl)-1H-pyrazol-4-yl)phthalazin-1(2H)-one NCC1=NNC(C2=CC=C(C=C12)C=1C=NN(C1C=1C=NC(=CC1)C)C)=O